1,3-bis-butylperoxyisopropyl-benzene C(CCC)OOC(C)(C)C1=CC(=CC=C1)OOCCCC